C1(CCCC1)CNN cyclopentylmethylhydrazine